O[C@@H]1CN(CC[C@H]1[C@@H]1N2C(C3=CC=CC=C13)=CN=C2)S(=O)(=O)N (3S,4S)-3-Hydroxy-4-((S)-5H-imidazo[5,1-a]isoindol-5-yl)piperidin-1-sulfonamid